C(C)(CC)N1N=C(C=C1C)NC(=O)NC1CCOC2=C(C=CC=C12)C 1-(1-(sec-butyl)-5-methyl-1H-pyrazol-3-yl)-3-(8-methylchroman-4-yl)urea